ethyl (1S,3S,5S)-5-methyl-2-((4-phenoxybutanoyl)glycyl)-2-azabicyclo[3.1.0]hexane-3-carboxylate C[C@@]12C[C@H](N([C@H]2C1)C(CNC(CCCOC1=CC=CC=C1)=O)=O)C(=O)OCC